N1=CC(=CC=C1)CCC1=CC=C(N=N1)\C=N/O (Z)-6-(2-(pyridin-3-yl)ethyl)pyridazine-3-carbaldehyde oxime